FC=1C=C(C=CC1N1CC2(CSC2)C1)N1C(O[C@H](C1)CNC(=O)C1CC1)=O (S)-N-((3-(3-fluoro-4-(2-thia-6-azaspiro[3.3]hept-6-yl)phenyl)-2-oxooxazolidin-5-yl)methyl)cyclopropanecarboxamide